NC=1NC(C=2N(C(N(C2N1)[C@@H]1O[C@@H](C[C@H]1O)CO)=O)CC1=CC(=CC=C1)Cl)=O 2-Amino-7-(3-chlorobenzyl)-9-((2R,3R,5S)-3-hydroxy-5-(hydroxymethyl)tetrahydrofuran-2-yl)-7,9-dihydro-1H-purin-6,8-dion